(((9H-fluoren-9-yl)methoxy)carbonyl)-N6-(diphenyl(p-tolyl)methyl)-L-lysine C1=CC=CC=2C3=CC=CC=C3C(C12)COC(=O)N[C@@H](CCCCNC(C1=CC=C(C=C1)C)(C1=CC=CC=C1)C1=CC=CC=C1)C(=O)O